4-chloro-1-(4-chloro-2-fluorobenzyl)-1H-pyrazolo[3,4-d]Pyrimidine ClC1=C2C(=NC=N1)N(N=C2)CC2=C(C=C(C=C2)Cl)F